CC1=C(C=C(C=C1)NC(C1=CC(=NC=C1)C(F)(F)F)=O)C=1C=NC(=C(C1)N1CCOCC1)C#CC1CCNCC1 N-(4-methyl-3-(5-morpholino-6-(piperidin-4-ylethynyl)pyridin-3-yl)phenyl)-2-(trifluoromethyl)isonicotinamide